ClC1=NC=C(C(=N1)CC1=CC=C(C=C1)C=1N(C=C(N1)C(F)(F)F)C)NC 2-chloro-N-methyl-4-(4-(1-methyl-4-(trifluoromethyl)-1H-imidazol-2-yl)benzyl)pyrimidin-5-amine